2-(4-(((6-(ethyl((1-fluoro-4-(trifluoromethyl)cyclohexyl)methyl)amino)-5-fluoropyrimidin-4-yl)amino)methyl)-3-hydroxypiperidin-1-yl)acetamide C(C)N(C1=C(C(=NC=N1)NCC1C(CN(CC1)CC(=O)N)O)F)CC1(CCC(CC1)C(F)(F)F)F